C1(=CC=CC=C1)N1CC(CC2=CC=CC=C12)NC(OC(C)(C)C)=O 1,1-dimethylethyl N-(1,2,3,4-tetrahydro-1-phenyl-3-quinolinyl)-carbamate